3,3'-dimethyl-[1,1'-biphenyl] CC=1C=C(C=CC1)C1=CC(=CC=C1)C